C(C=C)(=O)O.NO aminoalcohol acrylate